C(C)(=O)N([C@@H]([C@H](O)C)C(=O)N[C@H](CCC(=O)O)C(N)=O)C1[C@H](N)[C@@H](O[C@@H](C(=O)O)C)[C@H](O)[C@H](O1)CO N-acetyl-muramyl-L-threonyl-D-isoglutamine